3-(4-(aminomethyl)phenyl)-6-((1-(4-(2-chlorothien-3-yl)-2-fluorobenzyl)-4-hydroxypiperidin-4-yl)methyl)-2-methyl-2,6-dihydro-7H-pyrazolo[4,3-d]pyrimidin-7-one dihydrochloride Cl.Cl.NCC1=CC=C(C=C1)C=1N(N=C2C1N=CN(C2=O)CC2(CCN(CC2)CC2=C(C=C(C=C2)C2=C(SC=C2)Cl)F)O)C